(R)-N-((4-(4-(trifluoromethyl)phenyl)-4,5,6,7-tetrahydropyrazolo[1,5-a]pyrimidin-6-yl)methyl)acrylamide FC(C1=CC=C(C=C1)N1C=2N(C[C@@H](C1)CNC(C=C)=O)N=CC2)(F)F